[Dy].[Ca].[Ag].[Nd].[Mg] magnesium-neodymium-silver-calcium-dysprosium